N-[4-(3-cyanophenyl)-5-[2-methyl-6-(trifluoromethyl)-4-pyridyl]thiazol-2-yl]-2-oxa-6-azaspiro[3.3]heptane-6-carboxamide C(#N)C=1C=C(C=CC1)C=1N=C(SC1C1=CC(=NC(=C1)C(F)(F)F)C)NC(=O)N1CC2(COC2)C1